COP(OC)(=O)C(=C=C)C1=CC=CC=C1 dimethyl(1-phenylpropa-1,2-dien-1-yl)phosphonate